2-ethoxy-6-(piperidin-4-yl)-8-((3-(trifluoromethyl)pyrazin-2-yl)methyl)pyrido[2,3-d]pyrimidin-7(8H)-one C(C)OC=1N=CC2=C(N1)N(C(C(=C2)C2CCNCC2)=O)CC2=NC=CN=C2C(F)(F)F